O1C(COCC1)COC1=NC(N2C(C3=CC=C(C=C3CC2)C#CC=2N(C=NC2)C)=C1)=O 2-([1,4]Dioxan-2-ylmethoxy)-9-(3-methyl-3H-imidazol-4-ylethynyl)-6,7-dihydro-pyrimido[6,1-a]isoquinolin-4-one